COC1=C(C=CC(=C1)OC)C1=CC=C2C(C(COC2=C1)(C)C)NC(O[C@@H]1CN2CCC1CC2)=O (S)-quinuclidin-3-yl (7-(2,4-dimethoxyphenyl)-3,3-dimethylchroman-4-yl)carbamate